6,7-dioxo-methylcoumarin O=C1C=C2C=C(C(OC2=CC1=O)=O)C